NC1=C(C=2N(C=C1)C=CN2)C(O)C2=C(C=CC(=C2)F)Cl (7-Aminoimidazo[1,2-a]pyridin-8-yl)(2-chloro-5-fluorophenyl)methanol